ClC1=C(C(=C(C#N)C(=C1)OC1CC1)C1=CC=NN1)F 4-chloro-6-cyclopropoxy-3-fluoro-2-(1H-pyrazol-5-yl)benzonitrile